2-(4-((4-(cyclopropyl(4-(trifluoromethyl)benzyl)amino)-7H-pyrrolo[2,3-d]pyrimidin-7-yl)methyl)-3-fluoropiperidin-1-yl)acetamide C1(CC1)N(C=1C2=C(N=CN1)N(C=C2)CC2C(CN(CC2)CC(=O)N)F)CC2=CC=C(C=C2)C(F)(F)F